propyl-diethoxysilane C(CC)[SiH](OCC)OCC